1,3-dimethoxy-2,4-dibromobenzene COC1=C(C(=C(C=C1)Br)OC)Br